[Si].[Se].[Ga].[In].[Cu] copper indium gallium selenium silicon